CN1N=C(C2=CC=CC(=C12)OCC(N1CCNCC1)=O)C1C(NC(CC1)=O)=O 3-(1-methyl-7-(2-oxo-2-(piperazin-1-yl)ethoxy)-1H-indazol-3-yl)piperidine-2,6-dione